(S)-4-(1-benzyl-5-oxo-1,5-dihydro-4H-1,2,4-triazol-4-yl)-2-((tert-butoxycarbonyl)amino)butanoic acid C(C1=CC=CC=C1)N1N=CN(C1=O)CC[C@@H](C(=O)O)NC(=O)OC(C)(C)C